ClC=1C=C(C=C(C1Cl)F)N1C2=CC=CC=C2C=2C=CC=CC12 9-(3,4-dichloro-5-fluorophenyl)-9H-carbazole